(S)-1-(4-chloro-3-fluorophenyl)pyrrolidine-3-carboxylic acid methyl ester COC(=O)[C@@H]1CN(CC1)C1=CC(=C(C=C1)Cl)F